(Z)-eicos-9-ene CCCCCCCC\C=C/CCCCCCCCCC